FC1=C(C(=O)N(C)C)C=C(C(=C1)C=1N=NC(=CC1)N(C)[C@H]1[C@H]([C@@H]2CC[C@H](C1)N2C)F)O 2-fluoro-4-(6-(((1S,2S,3R,5R)-2-fluoro-8-methyl-8-azabicyclo[3.2.1]octan-3-yl)(methyl)amino)pyridazin-3-yl)-5-hydroxy-N,N-dimethylbenzamide